6-bromo-2-amyl-2,3-dihydro-1H-indene BrC1=CC=C2CC(CC2=C1)CCCCC